1-(tert-butyl)-6-isothiocyano-2,3-dihydro-1H-imidazo[1,2-b]pyrazole C(C)(C)(C)N1CCN2N=C(C=C21)N=C=S